CCCCCCCCCCCCCCCCCCCCCCCCCCC.[I] iodine heptacosane